dodecanoic acid 7-[4-(4-benzo[b]thiophen-4-ylpiperazin-1-yl)butoxy]-2-oxo-3,4-dihydro-2H-quinolin-1-ylmethyl ester S1C2=C(C=C1)C(=CC=C2)N2CCN(CC2)CCCCOC2=CC=C1CCC(N(C1=C2)COC(CCCCCCCCCCC)=O)=O